ClC1=CC2=C(C=N1)C=C(N2COCC[Si](C)(C)C)C2=NC(=NC=C2)OCC(F)(F)F 6-chloro-2-(2-(2,2,2-trifluoroethoxy)pyrimidin-4-yl)-1-((2-(trimethylsilyl)ethoxy)methyl)-1H-pyrrolo[3,2-c]pyridine